acetyl piperazine-1-formate N1(CCNCC1)C(=O)OC(C)=O